BrC1=CC(=C(CC2(CCN(CC2)C)O)C(=C1)F)F 4-(4-Bromo-2,6-difluorobenzyl)-1-methylpiperidin-4-ol